tetrabutyl orthocarbonate C(OCCCC)(OCCCC)(OCCCC)OCCCC